(S)-4-amino-7-fluoro-N-methyl-N-(6-((1-methylcyclopropyl)ethynyl)-2,3-dihydrobenzofuran-3-yl)imidazo[1,5-a]quinoxaline-8-carboxamide NC=1C=2N(C3=CC(=C(C=C3N1)F)C(=O)N([C@@H]1COC3=C1C=CC(=C3)C#CC3(CC3)C)C)C=NC2